O=C(CC1C2=CC=CC=C2C=2N1C(C1=CC=C(C=C1C2C2=CC=CC=C2)C2=CC=CC=C2)=O)C 7-(2-oxopropyl)-2,12-diphenylisoindolo[2,1-b]isoquinolin-5(7H)-one